benzo[1,2-d:4,5-d']Bis-thiazole-2,6-bisFormic acid bisdodecyl ester C(CCCCCCCCCCC)OC(=O)C=1SC2=C(N1)C=C1C(N=C(S1)C(=O)OCCCCCCCCCCCC)=C2